C1(CC1)N1N=CC(=C1)C#CC=1C(=CC(=NC1)C=1C(=NC(=NC1)C=1C=NN(C1)S(=O)(=O)C1CC1)N)N1CCC(CC1)(F)CN(C)C (5-((1-cyclopropyl-1H-pyrazol-4-yl)ethynyl)-4-(4-((dimethylamino)methyl)-4-fluoropiperidin-1-yl)pyridin-2-yl)-2-(1-(cyclopropylsulfonyl)-1H-pyrazol-4-yl)pyrimidin-4-amine